CC1=C(C=CC(=C1)C)C(C)=O 1-(2,4-dimethylphenyl)ethane-1-one